methyl 5-((5-(3-fluoro-4-(trifluoromethyl)phenyl)oxazol-2-yl)amino)picolinate FC=1C=C(C=CC1C(F)(F)F)C1=CN=C(O1)NC=1C=CC(=NC1)C(=O)OC